C(C)(=O)CC(=O)[O-].[Ce+3].C(C)(=O)CC(=O)[O-].C(C)(=O)CC(=O)[O-] cerium (III) acetylacetate